(5-methyl-2,4-dinitrophenyl)propionitrile CC=1C(=CC(=C(C1)C(C#N)C)[N+](=O)[O-])[N+](=O)[O-]